C(CC)C1(CC=C(C[C@H](N)C(=O)O)C=C1)O 4-propyl-L-tyrosine